ClC=1C=C2CCCN(C2=CC1)[C@@H]1CN(C[C@H]1O)C(=O)OC(C)(C)C trans-tert-butyl 3-(6-chloro-3,4-dihydroquinolin-1(2H)-yl)-4-hydroxypyrrolidine-1-carboxylate